C(C)OC(=O)C1=NN(C(=C1CCl)C)C(F)F 4-(chloromethyl)-1-(difluoromethyl)-5-methyl-pyrazole-3-carboxylic acid ethyl ester